4-Fluoro-1-((R)-2-hydroxypropyl)-N'-((1',5',6',7'-tetrahydro-2'H-spiro[cyclopropane-1,3'-dicyclopenta[b,e]pyridin]-8'-yl)carbamoyl)-1H-pyrazole-3-sulfonimidamide FC=1C(=NN(C1)C[C@@H](C)O)S(=O)(N)=NC(NC1=C2C(=NC3=C1CCC3)C3(CC2)CC3)=O